FC=1C(=NC=CC1CN1CCC(CC1)(C(F)(F)F)O)C=1C=C2CN(C(C2=CC1)=O)C1C(NC(CC1)=O)=O 3-(5-(3-fluoro-4-((4-hydroxy-4-(trifluoromethyl)piperidin-1-yl)methyl)pyridin-2-yl)-1-oxoisoindolin-2-yl)piperidine-2,6-dione